(E)-N-(4-((3-chloro-4-fluorophenyl)amino)-7-methoxyquinazolin-6-yl)-4-(4-(3-((2-(2,6-dioxopiperidin-3-yl)-1,3-dioxoisoindolin-4-yl)amino)propanoyl)piperazin-1-yl)but-2-enamide ClC=1C=C(C=CC1F)NC1=NC=NC2=CC(=C(C=C12)NC(\C=C\CN1CCN(CC1)C(CCNC1=C2C(N(C(C2=CC=C1)=O)C1C(NC(CC1)=O)=O)=O)=O)=O)OC